C(#N)C1=CC=C2C=3C(C4=C(C(C3NC2=C1)(C)C)C=C(C(=C4)CC)C4=CC=C(C=C4)S(=O)(=O)F)=O 4-(3-cyano-9-ethyl-6,6-dimethyl-11-oxo-6,11-dihydro-5H-benzo[b]carbazol-8-yl)benzenesulfonyl fluoride